N1(N=CC=C1)CC1=C(C=C(C(=O)N[S@@](=O)(=N)C2=C(C=CC(=C2)C(CO)(C)C)OC)C=C1)OC (S)-4-((1H-pyrazol-1-yl)methyl)-N-(5-(1-hydroxy-2-methylpropan-2-yl)-2-methoxyphenylsulfonimidoyl)-3-methoxybenzamide